Heptadecan-9-yl ((R)-(((2R,3S,5R)-5-(6-amino-2-fluoro-9H-purin-9-yl)-2-ethynyl-3-hydroxytetrahydrofuran-2-yl) methoxy)(phenoxy)phosphoryl)-L-alaninate NC1=C2N=CN(C2=NC(=N1)F)[C@H]1C[C@@H]([C@@](O1)(C#C)CO[P@@](=O)(OC1=CC=CC=C1)N[C@@H](C)C(=O)OC(CCCCCCCC)CCCCCCCC)O